docosylmethylammonium chloride [Cl-].C(CCCCCCCCCCCCCCCCCCCCC)[NH2+]C